Tert-butyl 3-[(1S,3R)-3-(tert-butoxycarbonylamino)cyclohexyl]-5-chloro-[1,2,4]triazolo[4,3-a]pyridine-7-carboxylate C(C)(C)(C)OC(=O)N[C@H]1C[C@H](CCC1)C1=NN=C2N1C(=CC(=C2)C(=O)OC(C)(C)C)Cl